Tert-butyl N-[2-[2-[3-[2-(2,6-dioxo-3-piperidyl)-1,3-dioxo-isoindolin-4-yl]propoxy]ethoxy] ethyl]carbamate O=C1NC(CCC1N1C(C2=CC=CC(=C2C1=O)CCCOCCOCCNC(OC(C)(C)C)=O)=O)=O